OCCCC(=O)C 4-hydroxy-methyl-1-butanone